2,2-bis-(4-hydroxypropyloxyphenyl)propane OCCCOC1=CC=C(C=C1)C(C)(C)C1=CC=C(C=C1)OCCCO